(S)-6-((4,6-dimethyl-2-oxo-1,2-dihydropyridin-3-yl)methyl)-2-(trans-4-(dimethylamino)cyclohexyl)-9-(1H-imidazol-1-yl)-2,4-dimethyl-7,8-dihydro-[1,3]dioxolo[4,5-g]isoquinolin-5(6H)-one CC1=C(C(NC(=C1)C)=O)CN1C(C=2C(=C3C(=C(C2CC1)N1C=NC=C1)O[C@@](O3)(C)[C@@H]3CC[C@H](CC3)N(C)C)C)=O